[Si](C)(C)(C(C)(C)C)OC1(CC(C1)OC(=O)NC=1N=CC2=C(C(=C(C=C2C1)C=1C(=C(C=NC1)N(C(OC(C)(C)C)=O)C)C)F)Cl)C tert-butyl (5-(3-(((3-((tert-butyldimethylsilyl)oxy)-3-methylcyclobutoxy)carbonyl)amino)-8-chloro-7-fluoroisoquinolin-6-yl)-4-methylpyridin-3-yl)(methyl)carbamate